1-amino-3-benzyloxy-2-methylpyridine NN1C(C(=CC=C1)OCC1=CC=CC=C1)C